FC1=C(C(=CC(=C1)CC1CN(CC1)CCCF)F)[C@H]1N([C@@H](CC2=CC(=CC=C12)C(=O)O)C)CC(C)(F)F (1S,3R)-1-(2,6-difluoro-4-((1-(3-fluoropropyl)pyrrolidin-3-yl)methyl)phenyl)-2-(2,2-difluoropropyl)-3-methyl-1,2,3,4-tetrahydroisoquinoline-6-carboxylic acid